α-[[(1-Methyl-3-pyrrolidinyl)amino]methyl]-3-pyridinemethanol CN1CC(CC1)NCC(O)C=1C=NC=CC1